S1CN(C=C1)C(=O)N 3-thiazole-carboxamide